FC=1C=NC=CC1N1C[C@H](N(CC1)C(=O)N[C@@H](C)C=1C2=CN(N=C2C=CC1)C)C (R)-4-(3-Fluoropyridin-4-yl)-2-methyl-N-((S)-1-(2-methyl-2H-indazol-4-yl)ethyl)piperazine-1-carboxamide